NC1=NC=NC=2N(C3=CC=C(C=C3C21)OC(F)(F)F)CC(=O)N2[C@@H]1C[C@@]1(C[C@H]2C(=O)NC2=NC(=CC=C2)Br)C (1R,3S,5R)-2-(2-(4-amino-6-(trifluoromethoxy)-9H-pyrimido[4,5-b]indol-9-yl)acetyl)-N-(6-bromopyridin-2-yl)-5-methyl-2-azabicyclo[3.1.0]hexane-3-carboxamide